Racemic-tert-butyl 5-methoxy-4-((2-(4-(methoxycarbonyl)phenyl)-4-methylpiperazin-1-yl)methyl)-7-methyl-1H-indole-1-carboxylate COC=1C(=C2C=CN(C2=C(C1)C)C(=O)OC(C)(C)C)CN1[C@@H](CN(CC1)C)C1=CC=C(C=C1)C(=O)OC |r|